1,2-di(dibutylphosphino)ethane C(CCC)P(CCP(CCCC)CCCC)CCCC